ClC1(NC(=C(N=C1Cl)C#N)Cl)Cl dichloro-3,6-dichloropyrazine-2-carbonitrile